C(C1=CC=CC=C1)OCCOCCOCC=1N=C(OC1)N(CC1=CC(=CC=C1)OCCOC)CC1=CC(=CC=C1)OCCOC 4-((2-(2-(benzyloxy)ethoxy)ethoxy)methyl)-N,N-bis(3-(2-methoxyethoxy)benzyl)oxazol-2-amine